C12(CC(C1)C2)N2C(C(N(C=C2)CC2=NOC(=C2)C2=NC=CC=C2)=O)=O 1-(bicyclo[1.1.1]pentan-1-yl)-4-((5-(pyridin-2-yl)isoxazol-3-yl)methyl)-1,4-dihydropyrazine-2,3-dione